5-((1H-1,2,4-triazol-5-yl)methyl)-2,3-diphenyl-6-(quinolin-6-yl)pyrazolo[1,5-a]Pyrimidin-7(4H)-one N1N=CN=C1CC=1NC=2N(C(C1C=1C=C3C=CC=NC3=CC1)=O)N=C(C2C2=CC=CC=C2)C2=CC=CC=C2